6-(4-chlorophenyl)N-[(1R,2S)-2-hydroxycyclopentyl]-3-oxo-2-(pyridin-3-yl)-2,3-dihydropyridazine-4-carboxamide ClC1=CC=C(C=C1)C=1C=C(C(N(N1)C=1C=NC=CC1)=O)C(=O)N[C@H]1[C@H](CCC1)O